ClC=1C=C(CSC2=NN=C3N2C(=CC(N3)=O)CCC)C=CC1 3-[(3-chlorobenzyl)sulfanyl]-5-propyl-[1,2,4]triazolo[4,3-a]pyrimidin-7(8H)-one